(S)-1-((2',5-bis(difluoromethyl)-[3,4'-bipyridin]-6-yl)oxy)-2,4-dimethylpentan-2-amine FC(C1=NC=CC(=C1)C=1C=NC(=C(C1)C(F)F)OC[C@](CC(C)C)(N)C)F